C(=O)(O)CCC(=O)C1=CC2=C(S1)C=C(C(=C2)OCCCOC2=C(C1=C(SC(=C1)C(C[C@@H](C(=O)O)C)=O)C=C2OC)F)OC (S)-4-(5-(3-((2-(3-carboxypropanoyl)-6-methoxybenzo[b]thiophen-5-yl)oxy)propoxy)-4-fluoro-6-methoxybenzo[b]thiophen-2-yl)-2-methyl-4-oxobutanoic acid